O1C(=CC=C1)C=1C=CC(=C(C1)NC1=NC=NC2=CC(=C(C=C12)[N+](=O)[O-])OC)OC N-(5-(furan-2-yl)-2-methoxyphenyl)-7-methoxy-6-nitroquinazolin-4-amine